4-(methylamino)-1λ6-thiacyclohexane-1,1-dione hydrochloride Cl.CNC1CCS(CC1)(=O)=O